BrC1=CC(=C(C=C1)CNC(C1=C(C=CC(=C1)F)OC)=O)F N-[(4-bromo-2-fluoro-phenyl)methyl]-5-fluoro-2-methoxy-benzamide